IC=1C(=NC(=NC1)N)OC(C)C 5-iodo-4-isopropoxypyrimidin-2-amine